tert-butyl 4-(6-chloropyridin-3-yl)piperazine-1-carboxylate ClC1=CC=C(C=N1)N1CCN(CC1)C(=O)OC(C)(C)C